OC(C(=O)OCCCCCCCOC(C(CCCCCCCC)CCCCCC)=O)CCC(=O)OCCCCCCCOC(C(CCCCCCCC)CCCCCC)=O bis(7-((2-hexyldecanoyl)oxy)heptyl) 2-hydroxypentanedioate